3-((1-((3-bromopyridin-2-yl)methyl)-3-oxoisoindolin-2-yl)methyl)-1-hydroxycyclobutane-1-carbonitrile BrC=1C(=NC=CC1)CC1N(C(C2=CC=CC=C12)=O)CC1CC(C1)(C#N)O